6-(4-(([1,1'-Biphenyl]-4-ylmethyl)carbamoyl)-1H-pyrazol-1-yl)-4-hydroxynicotinic acid C1(=CC=C(C=C1)CNC(=O)C=1C=NN(C1)C1=NC=C(C(=O)O)C(=C1)O)C1=CC=CC=C1